6-(2,6-difluoro-4-(2-methyl-7-((methyl-sulfonyl)methoxy)-2H-indazol-4-yl)benzyl)-6,7-dihydro-5H-pyrrolo[3,4-b]pyridin-5-one-7,7-d2 FC1=C(CN2C(C3=NC=CC=C3C2=O)([2H])[2H])C(=CC(=C1)C=1C2=CN(N=C2C(=CC1)OCS(=O)(=O)C)C)F